2-(bromomethyl)-1-ethyl-3-(trifluoromethyl)benzene BrCC1=C(C=CC=C1C(F)(F)F)CC